FC1=NC=CC=C1C1=CC(=NC(=C1)C)C 2-fluoro-2',6'-dimethyl-3,4'-bipyridine